N-tert-butoxycarbonyl-4-((3-bromo-1-methyl-1H-pyrazol-5-yl)oxy)piperidin C(C)(C)(C)OC(=O)N1CCC(CC1)OC1=CC(=NN1C)Br